FC1=CC=C2C(=CN(C2=C1)C)C(C(=O)Cl)C(=O)Cl 2-(6-fluoro-1-methyl-1H-indol-3-yl)malonyl chloride